BrC1=NOC(C1)C=1C=C(C=CC1NC1=NC=C(C=C1)C(F)(F)F)S(=O)(=O)NC 3-(3-bromo-4,5-dihydroisoxazol-5-yl)-N-methyl-4-[[5-(trifluoromethyl)-2-pyridyl]amino]benzenesulfonamide